FC=1C=C2C(=NC1)CN(C2)C(=O)NC2=CC=C(C=C2)C21CCC(CC2)(CC1)NC(C(=O)N(C)C)=O N1-(4-(4-(3-fluoro-6,7-dihydro-5H-pyrrolo[3,4-b]pyridine-6-carboxamido)phenyl)bicyclo[2.2.2]octan-1-yl)-N2,N2-dimethyloxalamide